N-(4-((2-(1,1-difluoroethyl)-6-(1-(oxetan-3-yl)-1H-pyrazol-4-yl)pyrimidin-4-yl)amino)-5-methoxypyridin-2-yl)acetamide FC(C)(F)C1=NC(=CC(=N1)NC1=CC(=NC=C1OC)NC(C)=O)C=1C=NN(C1)C1COC1